C1=C(C=CC2=CC=CC=C12)C=1NC(C2=CC=CC=C2C1)=O 3-(naphthalen-2-yl)isoquinolin-1(2H)-one